4-(2-acryloyl-2,6-diazaspiro[3.4]octan-6-yl)-6-(5-methyl-1H-indazol-4-yl)-2-(4-methylpiperazine-1-carbonyl)pyrimidine-5-carbonitrile C(C=C)(=O)N1CC2(C1)CN(CC2)C2=NC(=NC(=C2C#N)C2=C1C=NNC1=CC=C2C)C(=O)N2CCN(CC2)C